1-[2-(1-bromocyclopropyl)-3-(2,3-difluorophenyl)-2-hydroxypropyl]-1H-imidazole-5-carbonitrile BrC1(CC1)C(CN1C=NC=C1C#N)(CC1=C(C(=CC=C1)F)F)O